N-[(6-Amino-2-pyridyl)sulfonyl]-6-(2-hydroxy-3-methylphenyl)-2-[(4S)-2,2,4-trimethylpyrrolidin-1-yl]pyridin-3-carboxamid NC1=CC=CC(=N1)S(=O)(=O)NC(=O)C=1C(=NC(=CC1)C1=C(C(=CC=C1)C)O)N1C(C[C@@H](C1)C)(C)C